(2,3-dichlorophenyl)methanol ClC1=C(C=CC=C1Cl)CO